CN1CCC(CC1)COC1=NC=CC(=C1)CNC(=O)NCCC1(CC1)C(F)(F)F 1-((2-((1-Methylpiperidin-4-yl)methoxy)pyridin-4-yl)methyl)-3-(2-(1-(trifluoromethyl)cyclopropyl)ethyl)urea